C(CC(O)(C(=O)O)CC(=O)O)(=O)O.COC1=C(OC(=O)NC=2C=C3C(=C(NC3=CC2)CC)C2CCN(CC2)CCCCCC)C=CC=C1 5-(2-methoxyphenoxy)carbonylamino-3-(1-hexylpiperidin-4-yl)-2-ethyl-1H-indole citrate